COC(=O)C1=CN=C2C3C(C(NC2=C1)=O)CCC3 6-oxo-6,6a,7,8,9,9a-hexahydro-5H-cyclopenta[c][1,5]naphthyridine-3-carboxylic acid methyl ester